N1[C@@H](CC1)C(=O)N1C(C=2N(CC1)C(=C(N2)C2=CC(=C(C(=C2)F)F)F)NC2=CC=C(C=C2)F)(C)C (S)-azetidin-2-yl(3-((4-fluorophenyl)amino)-8,8-dimethyl-2-(3,4,5-trifluorophenyl)-5,6-dihydroimidazo[1,2-a]pyrazin-7(8H)-yl)methanone